C(C)(C)(C)OC(=O)NC1CCC(CC1)CN1C(CC(CC1)C(=O)OC)=O methyl 1-[[4-(tert-butoxycarbonylamino)cyclohexyl]methyl]-2-oxo-piperidine-4-carboxylate